(2R,4R)-4-amino-8-azaspiro[4.5]decan-2-ol dihydrochloride Cl.Cl.N[C@@H]1C[C@@H](CC12CCNCC2)O